2-cyano-1-(2-(dimethylamino)-2-(thiophen-3-yl)ethyl)-3-(6-fluoro-1,2,3,4-tetrahydronaphthalen-2-yl)guanidine C(#N)N=C(NCC(C1=CSC=C1)N(C)C)NC1CC2=CC=C(C=C2CC1)F